N-[4-(3-cyanophenyl)-5-(2,6-dimethyl-4-pyridyl)thiazol-2-yl]-3-methyl-2-oxo-1-oxa-3,8-diazaspiro[4.5]decane-8-carboxamide C(#N)C=1C=C(C=CC1)C=1N=C(SC1C1=CC(=NC(=C1)C)C)NC(=O)N1CCC2(CN(C(O2)=O)C)CC1